OC1=C(C(=CC(=C1)C(F)(F)F)C)C1=CC=C(N=N1)N1C(CCC1)=O 1-[6-[2-hydroxy-6-methyl-4-(trifluoromethyl)phenyl]pyridazin-3-yl]pyrrolidin-2-one